(gamma-2,3-epoxypropoxy)propyl-methyldiethoxysilane CC1C(O1)OCCC[Si](OCC)(OCC)C